ClC1(CC1)[C@H](CN1N=CN=C1)CC[C@H]1C(C1)(Cl)Cl (2S)-2-(1-chlorocyclopropyl)-4-[(1R)-2,2-dichlorocyclopropyl]-1-(1H-1,2,4-triazol-1-yl)butan